2-bromo-3-(4-methylthiazol-5-yl)-6-phenethyl-oxy-inden-1-one BrC=1C(C2=CC(=CC=C2C1C1=C(N=CS1)C)OCCC1=CC=CC=C1)=O